2,5-diisocyanatotrimethylnorbornane N(=C=O)C1(C2(CC(C(C1C)C2)N=C=O)C)C